C(=O)(OC(C)(C)C)[C@H]1NCCC2=CC=CC=C12 Boc-(S)-1,2,3,4-tetrahydroisoquinoline